6-fluoro-N-((3R,4R)-3-fluoro-1-(oxetan-3-yl)piperidin-4-yl)-5-(1-((R)-2-fluoropropyl)-1H-benzo[d][1,2,3]triazol-6-yl)-4-methoxypyrrolo[2,1-f][1,2,4]triazin-2-amine FC=1C(=C2C(=NC(=NN2C1)N[C@H]1[C@@H](CN(CC1)C1COC1)F)OC)C=1C=CC2=C(N(N=N2)C[C@@H](C)F)C1